oxo-1',2'-dihydrospiro[piperidine-4,3'-pyrrolo[2,3-c]pyridine]-1-carboxylic acid tert-butyl ester C(C)(C)(C)OC(=O)N1CCC2(C(NC3=CN=CC=C32)=O)CC1